(2S,3R)-2-amino-3-hydroxy-3-(4-methylsulfonyl-phenyl)propionitrile N[C@@H](C#N)[C@@H](C1=CC=C(C=C1)S(=O)(=O)C)O